2,5-dimethyl-4-propylimidazole CC=1NC(=C(N1)CCC)C